3-cyano-N-(6-(2-hydroxypropan-2-yl)-2-((1R,4r)-4-((R)-3-methylpiperazin-1-yl)cyclohexyl)-2H-indazol-5-yl)pyrrolo[1,2-b]pyridazine-7-carboxamide C(#N)C1=CC=2N(N=C1)C(=CC2)C(=O)NC2=CC1=CN(N=C1C=C2C(C)(C)O)C2CCC(CC2)N2C[C@H](NCC2)C